tert-butyl 9-(2-chloro-6-methoxy-4-prop-1-ynyl-phenyl)-8,10-dioxo-3-azaspiro[5.5]undecane-3-carboxylate ClC1=C(C(=CC(=C1)C#CC)OC)C1C(CC2(CCN(CC2)C(=O)OC(C)(C)C)CC1=O)=O